FC(C1=CC=CC(=N1)NC(=O)C=1C(=CC=2N(C1)C=C(N2)C2CCN(CC2)CC(=O)N2CCC(CC2)C2=CC=C(C=C2)NC2C(NC(CC2)=O)=O)OC(C)C)F N-[6-(difluoromethyl)-2-pyridyl]-2-[1-[2-[4-[4-[(2,6-dioxo-3-piperidyl)amino]phenyl]-1-piperidyl]-2-oxo-ethyl]-4-piperidyl]-7-isopropoxy-imidazo[1,2-a]pyridine-6-carboxamide